(3-chloro-4-(4-(2-(1-(hydroxymethyl)cyclopropyl)pyridin-4-yl)thiophen-2-yl)phenyl)(4-hydroxypiperidin-1-yl)methanone ClC=1C=C(C=CC1C=1SC=C(C1)C1=CC(=NC=C1)C1(CC1)CO)C(=O)N1CCC(CC1)O